N-(2-hydroxyethyl)-2-methoxy-4-(2H-tetrazol-5-yl)benzenesulfonamide OCCNS(=O)(=O)C1=C(C=C(C=C1)C=1N=NNN1)OC